(2S,4R)-6-chloro-4-hydroxy-N-{3-[4-(2-methoxypyrimidin-5-yl)-1H-pyrazol-1-yl]bicyclo[1.1.1]pentan-1-yl}-3,4-dihydro-2H-1-benzopyran-2-carboxamide ClC=1C=CC2=C([C@@H](C[C@H](O2)C(=O)NC23CC(C2)(C3)N3N=CC(=C3)C=3C=NC(=NC3)OC)O)C1